L-α-phenylalanine C1(=CC=CC=C1)[C@](N)(C)C(=O)O